5-[(2-methylpropyl)amino]-2H-pyrazolo[3,4-b]pyridin CC(CNC1=CC=2C(N=C1)=NNC2)C